(1H-indol-6-yl)(4-((5-(trifluoromethyl)pyridin-3-yl)oxy)piperidin-1-yl)methanone N1C=CC2=CC=C(C=C12)C(=O)N1CCC(CC1)OC=1C=NC=C(C1)C(F)(F)F